CC1=C2C(=CC=3C=4C=C(C=CC4N(C13)C)OCC(=O)NCCN1CCOCC1)C=NC=C2 2-((5,6-dimethyl-6H-pyrido[4,3-b]carbazol-9-yl)oxy)-N-(2-morpholinoethyl)acetamide